C(C)(C)(C)OC(N[C@@H]1[C@@H]2CC[C@H](C1)N2C(=O)C=2C=C(C(=CC2)C=2C=C1C(=CN(C1=CC2F)C)I)C2=CC(=C(C=C2)C#N)F)=O |o1:7,8,11| ((1S,2S,4R)-rel-7-(4'-cyano-3'-fluoro-6-(6-fluoro-3-iodo-1-methyl-1H-indol-5-yl)-[1,1'-biphenyl]-3-carbonyl)-7-azabicyclo[2.2.1]hept-2-yl)carbamic acid tert-butyl ester